[Si](C)(C)(C(C)(C)C)O[C@H]1[C@](OC2(CO2)[C@H]1O[Si](C)(C)C(C)(C)C)(C#N)C1=CC=C2C(=NC=NN21)NC(C2=CC=CC=C2)=O N-(7-((5R,6R,7S)-6,7-bis((tert-butyldimethylsilyl)oxy)-5-cyano-1,4-dioxaspiro[2.4]hept-5-yl)pyrrolo[2,1-f][1,2,4]triazin-4-yl)benzamide